1-(4-(2-(4-ethoxyphenyl)propan-2-yl)thiazol-2-yl)-3-(4-(piperazin-1-yl)benzyl)urea C(C)OC1=CC=C(C=C1)C(C)(C)C=1N=C(SC1)NC(=O)NCC1=CC=C(C=C1)N1CCNCC1